3-(1-acryloyl-2,5-dihydro-1H-pyrrol-3-yl)-N-(1-cyanocyclopropyl)-8-(4-isobutyrylpiperazin-1-yl)-N-(4-methoxybenzyl)imidazo[1,2-a]pyridine-6-sulfonamide C(C=C)(=O)N1CC(=CC1)C1=CN=C2N1C=C(C=C2N2CCN(CC2)C(C(C)C)=O)S(=O)(=O)N(CC2=CC=C(C=C2)OC)C2(CC2)C#N